C1(CC1)OC1=C(C=NC(=C1)NC1=NC(=NC(=C1)NCC1=C(C=C(C=C1)OC)OC)C(F)F)C=1C=NN(C1)CC(C)(O)C 1-(4-(4-cyclopropoxy-6-((2-(difluoromethyl)-6-((2,4-dimethoxybenzyl)amino)pyrimidin-4-yl)amino)pyridin-3-yl)-1H-pyrazol-1-yl)-2-methylpropan-2-ol